NCC1=CC=C(C=C1)C=1C=NN(C1)CCO 2-{4-[4-(aminomethyl)phenyl]-1H-pyrazol-1-yl}ethan-1-ol